propylbis(trimethylsilyloxy)-methylsilane C(CC)[Si](C)(O[Si](C)(C)C)O[Si](C)(C)C